CC(=CCCC(/C=C/CC=C)=C)C E-10-methyl-6-methyleneundec-1,4,9-triene